5-(2-(cyclobutylamino)-6H-1,3,4-thiadiazin-5-yl)-1H-benzo[d]imidazol-2(3H)-one C1(CCC1)NC=1SCC(=NN1)C1=CC2=C(NC(N2)=O)C=C1